3-[5-[1-[5-[[6-benzyloxy-8-fluoro-7-(1,1,4-trioxo-1,2,5-thiadiazolidin-2-yl)-2-naphthyl]oxy]pentyl]-4-piperidyl]-3-methyl-2-oxo-benzimidazol-1-yl]piperidine-2,6-dione C(C1=CC=CC=C1)OC=1C=C2C=CC(=CC2=C(C1N1S(NC(C1)=O)(=O)=O)F)OCCCCCN1CCC(CC1)C1=CC2=C(N(C(N2C)=O)C2C(NC(CC2)=O)=O)C=C1